ClC=1C=C(C=C(C1)S(=O)(=O)C)NC(=O)C1=CN(C(=C1)C1=NC=C(C=C1)N1CCC(CC1)OC)C N-(3-chloro-5-(methylsulfonyl)phenyl)-5-(5-(4-methoxypiperidin-1-yl)pyridin-2-yl)-1-methyl-1H-pyrrole-3-carboxamide